2-(3-(((1S,2R,3R,5S,6S)-2,6-difluoro-8-azabicyclo[3.2.1]octan-3-yl)(methyl)amino)-1,2,4-triazin-6-yl)-5-(1H-imidazol-1-yl)phenol F[C@@H]1[C@@H]2C[C@@H]([C@H](C[C@H]1N(C=1N=NC(=CN1)C1=C(C=C(C=C1)N1C=NC=C1)O)C)N2)F